FC(C(=O)O)(F)F.COC1=CC=2C3=C(C(=NC2C=C1OCCCN1CCCC1)C)CCCCN3 1-[3-({10-methoxy-6-methyl-1H-2H-3H,4H,5H-azepino[3,2-c]quinolin-9-yl}oxy)propyl]pyrrolidine trifluoroacetate